CC(C)\C=C\C(C)C TRANS-2,5-DIMETHYL-3-HEXENE